(5-(thiophen-2-yl)spiro[2.3]hexan-5-yl)methylamine S1C(=CC=C1)C1(CC2(CC2)C1)CN